1-cyclopropyl-8-chloro-6-fluoro-1,4-dihydro-7-(3-(thiomorpholinyl)pyrrolidinyl)-4-oxo-3-quinolinecarboxylic acid C1(CC1)N1C=C(C(C2=CC(=C(C(=C12)Cl)N1CC(CC1)N1CCSCC1)F)=O)C(=O)O